4-(difluoromethoxy)-2,6-dimethylaniline FC(OC1=CC(=C(N)C(=C1)C)C)F